FC(CN1N=CC=2C1=NC(=CN2)N2CCC1(CCN(C1)C=1C(=NC(=NC1)C(F)(F)F)OC)CC2)F 8-(1-(2,2-difluoroethyl)-1H-pyrazolo[3,4-b]pyrazin-6-yl)-2-(4-methoxy-2-(trifluoromethyl)pyrimidin-5-yl)-2,8-diazaspiro[4.5]decane